6-Naphthalate C1=CC=CC2=CC(=CC=C12)C(=O)[O-]